tricyclo[5.2.1.0(2,6)]decane-8-yl methacrylate C(C(=C)C)(=O)OC1C2C3CCCC3C(C1)C2